4-((1-methyl-cyclopropyl)amino)but-2-enamide CC1(CC1)NCC=CC(=O)N